di(3-nonylphenyl)amine C(CCCCCCCC)C=1C=C(C=CC1)NC1=CC(=CC=C1)CCCCCCCCC